(R)-5-isopropyl-2-morpholino-8-(1-(phenylamino)ethyl)-4H-chromen-4-one C(C)(C)C1=C2C(C=C(OC2=C(C=C1)[C@@H](C)NC1=CC=CC=C1)N1CCOCC1)=O